(S)-N-(1-(4-(4-isopropyl-5-(8-methyl-[1,2,4]triazolo[1,5-a]pyridin-6-yl)-1H-pyrazol-3-yl)phenyl)ethyl)-2,2-dimethylpropan-1-amine C(C)(C)C=1C(=NNC1C=1C=C(C=2N(C1)N=CN2)C)C2=CC=C(C=C2)[C@H](C)NCC(C)(C)C